Cl.N1CCC[C@@H]2CCCC[C@H]12 (4aS,8aS)-1,2,3,4,4a,5,6,7,8,8a-Decahydroquinoline hydrochloride